Diphenyl-iodonium hexafluoroantimonate F[Sb-](F)(F)(F)(F)F.C1(=CC=CC=C1)[I+]C1=CC=CC=C1